5-(2-fluoro-4-(1-methyl-1H-pyrazol-3-yl)benzyl)-N-((1S,2S)-2-hydroxycyclohexyl)-4-oxo-4,5-dihydrothieno[3,2-c]pyridine-7-carboxamide FC1=C(CN2C(C3=C(C(=C2)C(=O)N[C@@H]2[C@H](CCCC2)O)SC=C3)=O)C=CC(=C1)C1=NN(C=C1)C